COC(C1=CC(=C(C=C1)C)I)=O.CC1=CC=C(C=C1)S(=O)(=O)N(C1=CC=C(C=C1)C)\C=C/C1=CC=CC=C1 (Z)-4-methyl-N-styryl-N-(p-tolyl)benzenesulfonamide methyl-3-iodo-4-methylbenzoate